(8R,9R,10S)-9-(4-bromophenyl)-10-(hydroxymethyl)-N-(4-methoxyphenyl)-2-methyl-1,6-diazabicyclo[6.2.0]decane-6-carboxamide BrC1=CC=C(C=C1)[C@@H]1[C@@H]2CN(CCCC(N2[C@@H]1CO)C)C(=O)NC1=CC=C(C=C1)OC